((8-ethoxy-7-(1-(1-ethoxyethyl)-1H-pyrazol-4-yl)-[1,2,4]triazolo[1,5-c]pyrimidin-2-yl)amino)-2,5-difluoro-N-(3-hydroxypropyl)-N-methylbenzenesulfonamide C(C)OC=1C=2N(C=NC1C=1C=NN(C1)C(C)OCC)N=C(N2)NC=2C(=C(C=C(C2)F)S(=O)(=O)N(C)CCCO)F